B(O)(O)OCC(COB(O)O)(CO)CO pentaerythritol bis-borate